Hydrazin Hydrate O.NN